C(C)(C)(C)OC(=O)N1C[C@H](OC[C@@H]1C1=CC=C(C=C1)N1C(=CC2=C1N=CNC2=O)Cl)C |r| rac-(2r,5s)-5-(4-(6-chloro-4-oxo-3,4-dihydro-7H-pyrrolo[2,3-d]pyrimidin-7-yl)phenyl)-2-methylmorpholine-4-carboxylic acid tert-butyl ester